C(C)(C)(C)OC(=O)NCCCC(=O)N1CCN(CC1)CCOC1=CC(=C(C=C1)C=1SC=C(N1)CC(=O)OCC)Cl ETHYL 2-(2-(4-(2-(4-(4-((TERT-BUTOXYCARBONYL)AMINO)BUTANOYL)PIPERAZIN-1-YL)ETHOXY)-2-CHLOROPHENYL)THIAZOL-4-YL)ACETATE